2-(1H-indol-3-yl)-3-pentylamino-maleimide N1C=C(C2=CC=CC=C12)C=1C(=O)NC(C1NCCCCC)=O